OC(C(=O)O)C 2-hydroxypropanoic acid